BrC1=CC(=C2C=CC=NC2=C1)CC1(NC=CC=C1C=1N=NN(C1)C=1C=CC=C2C=CC(OC12)=O)C(=O)N 2-((7-bromo-quinolin-5-yl)methyl)-3-(1-(2-oxo-2H-chromen-8-yl)-1H-1,2,3-triazol-4-yl)picolinamide